ethyl {4-[2-(4-fluorophenyl)-4-oxo-1,3-thiazolidin-3-yl]-3-methylphenoxy}acetate FC1=CC=C(C=C1)C1SCC(N1C1=C(C=C(OCC(=O)OCC)C=C1)C)=O